(S)-2-fluoro-4-(3-(2-fluoro-4-(3-methoxypyrrolidin-1-yl)phenyl)-7-(4-methylpiperazin-1-yl)-3H-imidazo[4,5-b]pyridin-2-yl)benzonitrile FC1=C(C#N)C=CC(=C1)C1=NC=2C(=NC=CC2N2CCN(CC2)C)N1C1=C(C=C(C=C1)N1C[C@H](CC1)OC)F